FC1=C(C=C2C=NNC2=C1)O 6-fluoro-1H-indazol-5-ol